FC=1C=C(CN2C(C=C(C=C2)C=2C=C3C(=NNC3=CC2)C=2C=NN(C2)C)=O)C=C(C1)C(F)(F)F 1-(3-fluoro-5-(trifluoromethyl)benzyl)-4-(3-(1-methyl-1H-pyrazol-4-yl)-1H-indazol-5-yl)pyridin-2(1H)-one